OC1CCN(CC1)C=1C=C(C(=O)Cl)C=C(C1)C(F)(F)F 3-(4-hydroxypiperidin-1-yl)-5-(trifluoromethyl)benzoyl chloride